C(C)(=O)C=1C=C2C(C(C(C2=CC1C)(C)C)C)C(C)C 5-acetyl-3-isopropyl-1,1,2,6-tetramethyl-indane